(di-iso-propylamino)dibromosilane C(C)(C)N(C(C)C)[SiH](Br)Br